CC1(OC2C(O1)COC2C(=O)N(C2CCN(CC2)C)CCCNC(NC)=O)C 2,2-dimethyl-N-{3-[(methylcarbamoyl)amino]Propyl}-N-(1-methylpiperidin-4-yl)-tetrahydro-2H-furo[3,4-d][1,3]Dioxole-4-carboxamide